4-(4-((1r,5s)-3,8-diazabicyclo[3.2.1]oct-3-yl)-5-chloro-8-fluoro-2-(((2r,7as)-2-fluorohexahydro-1H-pyrrolizin-7a-yl)methoxy)pyrido[4,3-d]pyrimidin-7-yl)-5,6-difluoronaphthalen-2-ol [C@H]12CN(C[C@H](CC1)N2)C=2C1=C(N=C(N2)OC[C@]23CCCN3C[C@@H](C2)F)C(=C(N=C1Cl)C1=CC(=CC2=CC=C(C(=C12)F)F)O)F